FC1=C(C(=O)O)C(=CC(=C1)N1[C@H](COCC1)C(F)(F)F)C (R)-2-fluoro-6-methyl-4-(3-(trifluoromethyl)morpholino)benzoic acid